rac-(3aR,6aS)-2-[1-(2,2-difluoroethyl)-1H-pyrazolo[3,4-b]pyrazin-6-yl]-5-[4-(trifluoromethyl)pyridin-2-yl]-octahydropyrrolo[3,4-c]pyrrol-1-one FC(CN1N=CC=2C1=NC(=CN2)N2C([C@@H]1CN(C[C@@H]1C2)C2=NC=CC(=C2)C(F)(F)F)=O)F |r|